FC1(C(C1)C(=O)NC1=C2C=CNC2=C(C=C1)C1=NC(=NC=C1)NC=1C=NN(C1)C)F 2,2-difluoro-N-(7-(2-((1-methyl-1H-pyrazol-4-yl)amino)pyrimidin-4-yl)-1H-indol-4-yl)cyclopropane-1-carboxamide